(3,4-dihydro-2H-pyran-6-yl)methanol O1CCCC=C1CO